ClC=1C=C(C=2N(N1)C=CN2)N2CC(C2)(C)C 6-chloro-8-(3,3-dimethylazetidin-1-yl)imidazo[1,2-b]pyridazine